(+)-dihydrocarvone CC1CCC(CC1=O)C(=C)C